COC=1C=CC=C2C=C(C=NC12)N([C@@H]1CN(CC1)CC(=O)N1[C@@H](CCC1)C#N)C (S)-1-(2-((S)-3-((8-Methoxychinolin-3-yl)(methyl)amino)pyrrolidin-1-yl)acetyl)pyrrolidin-2-carbonitril